4-(pyridin-4-yl)-7-((2-(trimethylsilyl)ethoxy)methyl)-7H-pyrrolo[2,3-d]Pyrimidine N1=CC=C(C=C1)C=1C2=C(N=CN1)N(C=C2)COCC[Si](C)(C)C